NC1=NNC(C2=C1N(C=C2[C@H]2CN(CC2)C(\C=C\[C@@H]2N(CC2)CC)=O)C2=CC=C(C=C2)OC2=CC=CC=C2)=O 7-Amino-3-((S)-1-((E)-3-((R)-1-ethylazetidin-2-yl)acryloyl)pyrrolidin-3-yl)-1-(4-phenoxyphenyl)-1,5-dihydro-4H-pyrrolo[2,3-d]pyridazin-4-on